3-Amino-propyltrimethoxysilan NCCC[Si](OC)(OC)OC